NC1=CC(=C2N3CCC[C@H]3CCCCCC(C3=NN=C(C1=N2)O3)(O)C)C(F)(F)F (12R)-20-Amino-6-methyl-18-(trifluoromethyl)-22-oxa-3,4,16,21-tetraazatetracyclo[15.3.1.12,5.012,16]docosa-1(21),2,4,17,19-pentaen-6-ol